N6-(2-hydroxylethyl)-adenosine OCCNC=1C=2N=CN([C@H]3[C@H](O)[C@H](O)[C@@H](CO)O3)C2N=CN1